4-(8-(((S)-2,2-difluorocyclopropyl)sulfonyl)-3,8-diazabicyclo[3.2.1]octan-3-yl)-6-(1-methyl-1H-pyrazol-4-yl)pyrrolo[1,2-b]pyridazine FC1([C@H](C1)S(=O)(=O)N1C2CN(CC1CC2)C=2C=1N(N=CC2)C=C(C1)C=1C=NN(C1)C)F